BrC1=CC=C(C=C1)[C@@H]1N(C[C@H](N(C1)C(=O)C1(CC1)C(F)(F)F)C)C(=O)OC(C)(C)C tert-butyl (2S,5R)-2-(4-bromophenyl)-5-methyl-4-[1-(trifluoromethyl)cyclopropanecarbonyl]piperazine-1-carboxylate